3-[(dimethylamino)methyl]-2-(5-methoxy-1-benzofuran-2-yl)imidazo[1,2-a]pyridine-7-carbonitrile CN(C)CC1=C(N=C2N1C=CC(=C2)C#N)C=2OC1=C(C2)C=C(C=C1)OC